((1-(4-fluorophenyl)-5-(4-isopropylphenyl)-1H-1,2,4-triazol-3-yl)methyl)spiro[isochroman-1,4'-piperidine] FC1=CC=C(C=C1)N1N=C(N=C1C1=CC=C(C=C1)C(C)C)CN1CCC2(CC1)OCCC1=CC=CC=C12